1-[9-(4-chlorophenyl)-2-[2-hydroxyethyl-(methyl)amino]-8-(3-methylimidazol-4-yl)purin-6-yl]-4-methyl-piperidine-4-carboxamide ClC1=CC=C(C=C1)N1C2=NC(=NC(=C2N=C1C=1N(C=NC1)C)N1CCC(CC1)(C(=O)N)C)N(C)CCO